C(C)C1(COC1)COCCC[Si](C)(C)OC 3-[(3-ethyloxetan-3-yl)methoxy]propyl-methoxy-dimethylsilane